C(C)(C)C=1C(=CC2=C(N(C(N2)=O)[C@H]2CN(CCC2)CCOC)C1)C=1C=C(C=2N(C1)N=CN2)OC (R)-6-isopropyl-5-(8-methoxy-[1,2,4]triazolo[1,5-a]pyridin-6-yl)-1-(1-(2-methoxyethyl)piperidin-3-yl)-1,3-dihydro-2H-benzo[d]imidazol-2-one